OC1(CCOCC1)C(=O)N 4-hydroxytetrahydro-2H-pyran-4-carboxamide